2-methylpropyl-(4-chloro-3,5-diaminobenzoate) CC(COC(C1=CC(=C(C(=C1)N)Cl)N)=O)C